FC(C(=O)O)(F)F.NC=1C2=C(NC(C1C1=NC3=C(N1)C=C(C=C3)C3CCN(CC3)C)=O)SC=C2 4-amino-5-(6-(1-methylpiperidin-4-yl)-1H-benzo[d]imidazol-2-yl)thieno[2,3-b]pyridin-6(7H)-one 2,2,2-trifluoroacetate